γ-aminopropylsilanetriol NCCC[Si](O)(O)O